N-(4-(chlorodifluoromethoxy)phenyl)-6-(4-(1-((2-(2,6-dioxopiperidin-3-yl)-1-oxoisoindolin-4-yl)methyl)piperidin-4-yl)piperazin-1-yl)-5-(1H-pyrazol-5-yl)nicotinamide ClC(OC1=CC=C(C=C1)NC(C1=CN=C(C(=C1)C1=CC=NN1)N1CCN(CC1)C1CCN(CC1)CC1=C2CN(C(C2=CC=C1)=O)C1C(NC(CC1)=O)=O)=O)(F)F